camphyl-phosphonic acid C12(C(CC(CC1)C2(C)C)P(O)(O)=O)C